4-methyl-2-benzhydryl-6-(1-trimethylsilylindenyl)dimethyl-silyl-anisole CC1=C(C(=C(C(=C1C)C=1C(C2=CC=CC=C2C1)[Si](C)(C)C)OCC)C(C1=CC=CC=C1)C1=CC=CC=C1)[SiH3]